COC(CC1=CC=CC2=C1O[C@@H](C(N2)=O)C2=CC(=CC=C2)Br)=O |r| (±)-2-(2-(3-Bromophenyl)-3-oxo-3,4-dihydro-2H-benzo[b][1,4]oxazin-8-yl)acetic acid methyl ester